NCCOCCOCCC(=O)NC1=C(C(=O)NC=2SC(=C(N2)C)C)C=CC(=C1)F (3-(2-(2-Aminoethoxy)ethoxy)propionylamino)-N-(4,5-dimethylthiazol-2-yl)-4-fluorobenzamide